CS(=O)(=O)C1=C(C=NC=C1)N 4-(Methylsulfonyl)pyridin-3-amine